6-fluoro-3-(3-hydroxypropyl)-1-methyl-1H-indole-2-carboxylic acid methyl ester COC(=O)C=1N(C2=CC(=CC=C2C1CCCO)F)C